di(phenylpropyl) carbonate C(OCCCC1=CC=CC=C1)(OCCCC1=CC=CC=C1)=O